ClC=1C(=C(C=CC1)C1CN(C1)C(C=CCOC)=O)C 3-(3-chloro-2-methylphenyl)-1-(4-methoxybut-2-enoyl)azetidin